5-(1-(hydroxycyclopropyl)pyrimidin-2-yl)piperazine-1-carboxylate OC1(CC1)N1C(N=CC=C1)C1NCCN(C1)C(=O)[O-]